3-[5-(4-bromophenyl)-1-[2-(trifluoromethyl)phenyl]pyrrol-2-yl]-N-[2-(methylamino)ethyl]benzamide BrC1=CC=C(C=C1)C1=CC=C(N1C1=C(C=CC=C1)C(F)(F)F)C=1C=C(C(=O)NCCNC)C=CC1